C1=CC=CC2=C1SC1=C2SC2=C1C=CC=C2 Benzo-thieno[3,2-b][1]Benzothiophene